NC1=CC(=C(C=C1OC)N1CCC(CC1)N1CCC2(CCN(CC2)C=2C=C3C(N(C(C3=CC2)=O)C2C(NC(CC2)=O)=O)=O)CC1)C=1C=NN(C1)C 5-(9-(1-(4-amino-5-methoxy-2-(1-methyl-1H-pyrazol-4-yl)phenyl)piperidin-4-yl)-3,9-diazaspiro[5.5]undecan-3-yl)-2-(2,6-dioxopiperidin-3-yl)isoindoline-1,3-dione